B(F)(F)F.C1(=CC=CC=C1)S(=O)(=O)O benzenesulfonic acid boron trifluoride